[PH2](=O)[O-].[Al+3].[PH2](=O)[O-].[PH2](=O)[O-] Aluminum hypophosphite salt